FC(CN1N=CC=C1O)(F)F 1-(2,2,2-Trifluoroethyl)-1H-pyrazol-5-ol